BrCCN(S(=O)(=O)C=1C=NC(=CC1OC)OC)C N-(2-bromoethyl)-4,6-dimethoxy-N-methyl-pyridine-3-sulfonamide